1,2-cyclohexane-dimethanol C1(C(CCCC1)CO)CO